CSC1=CC(=NC(=C1)C1=CC=C(C=C1)N1CCOCC1)N 4-(methylthio)-6-(4-morpholinophenyl)pyridin-2-amine